N-[5-[3-[(2S)-2-amino-2-phenyl-propoxy]-5-methyl-isoxazol-4-yl]pyrazolo[1,5-a]pyridin-2-yl]cyclopropanecarboxamide N[C@@](COC1=NOC(=C1C1=CC=2N(C=C1)N=C(C2)NC(=O)C2CC2)C)(C)C2=CC=CC=C2